C(C)O[Si](OCC)(OCC)CNCCC[Si](OCC)(OCC)OCC (triethoxysilylmethyl)-(triethoxysilylpropyl)amine